The molecule is a nitrosamine that is N-ethylethanamine substituted by a nitroso group at the N-atom. It has a role as a mutagen, a hepatotoxic agent and a carcinogenic agent. CCN(CC)N=O